NC1(CC1)C(=O)NCC1=CN=C(S1)C=1C=NC(=NC1)NC(C)(C)C1=NC=CC=C1F (aminocyclopropyl)-N-{[2-(2-{[1-(3-fluoro(2-pyridyl))-isopropyl]amino}pyrimidin-5-yl)(1,3-thiazol-5-yl)]methyl}carboxamide